C(C1=CC=CC=C1)OC(=O)NC1C[C@H]2CC[C@@H](C1)N2C(=O)OC(C)(C)C tert-butyl (1R,3r,5S)-3-(((benzyloxy)carbonyl)amino)-8-azabicyclo[3.2.1]octane-8-carboxylate